1-(5-bromoimidazo[1,2-a]pyridin-8-yl)-3-(3-methylisoxazol-5-yl)urea BrC1=CC=C(C=2N1C=CN2)NC(=O)NC2=CC(=NO2)C